(2S,5R)-2,5-dimethyl-4-((R)-2-methyl-1-(6-(trifluoromethyl)quinolin-2-yl)propyl)piperazin C[C@@H]1NC[C@H](N(C1)[C@H](C(C)C)C1=NC2=CC=C(C=C2C=C1)C(F)(F)F)C